C1(CC1)S(=O)(=O)C1(CC1)CN1C(C2=C(CC1)C(=NN2C)C(=O)N)=O 6-((1-(Cyclopropylsulfonyl)cyclopropyl)methyl)-1-methyl-7-oxo-4,5,6,7-tetrahydro-1H-pyrazolo[3,4-c]pyridine-3-carboxamide